6-((5-Carbamoyl-4-((2-methoxy-3-(methylcarbamoyl)phenyl)amino)pyridin-2-yl)amino)nicotinamide C(N)(=O)C=1C(=CC(=NC1)NC1=NC=C(C(=O)N)C=C1)NC1=C(C(=CC=C1)C(NC)=O)OC